The molecule is a branched amino nonasaccharide comprising a linear pentasaccharide chain of N-acetyl-alpha-neuraminyl, beta-D-galactosyl, N-acetyl-beta-D-glucosaminyl, beta-D-galactosyl and D-glucose residues linked sequentially (2->6), (1->4), (1->6) and (1->4), to the galactose residue nearer to the reducing end is also linked (1->3) a branched alpha-L-fucosyl-(1->3)-[alpha-L-fucosyl-(1->2)-beta-D-galactosyl-(1->4)]-N-acetyl-beta-D-glucosaminyl tetrasaccharide unit. It is an amino nonasaccharide and a glucosamine oligosaccharide. C[C@H]1[C@H]([C@H]([C@@H]([C@@H](O1)O[C@@H]2[C@H]([C@@H](O[C@@H]([C@H]2O[C@H]3[C@@H]([C@H]([C@H]([C@H](O3)CO)O)O)O[C@H]4[C@H]([C@@H]([C@@H]([C@@H](O4)C)O)O)O)CO)O[C@H]5[C@H]([C@H](O[C@H]([C@@H]5O)O[C@@H]6[C@H](OC([C@@H]([C@H]6O)O)O)CO)CO[C@H]7[C@@H]([C@H]([C@@H]([C@H](O7)CO)O[C@H]8[C@@H]([C@H]([C@H]([C@H](O8)CO[C@@]9(C[C@@H]([C@H]([C@@H](O9)[C@@H]([C@@H](CO)O)O)NC(=O)C)O)C(=O)O)O)O)O)O)NC(=O)C)O)NC(=O)C)O)O)O